1,4-bis(2-methylimidazol-1-yl)butane CC=1N(C=CN1)CCCCN1C(=NC=C1)C